C(#N)C1=C(C=C(C=C1)N1C[C@H](N(C[C@@H]1C)C(=O)OC(C)(C)C)C)C(F)(F)F tert-butyl (2R,5S)-4-(4-cyano-3-(trifluoromethyl)phenyl)-2,5-dimethylpiperazine-1-carboxylate